6-(9-fluorenylmethoxycarbonyl)-N2-(7-hydroxy-2-oxo-2H-benzopyran-3-carbonyl)-L-lysine C1=CC=CC=2C3=CC=CC=C3C(C12)COC(=O)C(CCC[C@H](NC(=O)C=1C(OC2=C(C1)C=CC(=C2)O)=O)C(=O)O)N